C(C=C)(=O)N1CC2(C1)CN(CC2)C2=C(C(=NC(=N2)OC[C@H]2N(CCC2)C)C=2C=C(C(=O)N)C=CC2F)C#N (S)-3-(6-(2-acryloyl-2,6-diazaspiro[3.4]octan-6-yl)-5-cyano-2-((1-methylpyrrolidin-2-yl)methoxy)pyrimidin-4-yl)-4-fluorobenzamide